1-(3,5-dimethylphenyl)-6-isopropyl-1,2,3,4-tetrahydroisoquinoline CC=1C=C(C=C(C1)C)C1NCCC2=CC(=CC=C12)C(C)C